2-benzyl 5-(tert-butyl) pyrrolo[3,4-c]pyrazole-2,5(4H,6H)-dicarboxylate N=1N(C=C2C1CN(C2)C(=O)OC(C)(C)C)C(=O)OCC2=CC=CC=C2